(S)-2-(2-azidoacetamido)-N-((S)-1-(((S)-4-ethyl-4-hydroxy-3-oxo-14-thioxo-3,4,12,14-tetrahydro-1H-pyrano[3',4':6,7]indolizino[1,2-b]quinolin-8-yl)amino)-1-oxopropan-2-yl)propenamide N(=[N+]=[N-])CC(=O)NC(C(=O)N[C@H](C(=O)NC=1C=CC=2C=C3C(=NC2C1)C1=CC2=C(C(N1C3)=S)COC([C@]2(O)CC)=O)C)=C